C1(CCCCC1)CN1CC2=C(CC1)N=C(S2)NC(C2=CN=C(C=C2C2=C(C=CC=C2)OC)C)=O N-(5-(cyclohexylmethyl)-4,5,6,7-tetrahydrothiazolo[5,4-c]pyridin-2-yl)-4-(2-methoxyphenyl)-6-methylnicotinamide